O1CCC(CC1)C(=O)OC(C)OC(NCCC1=C(C=C(C(=C1)OC)Br)OC)=O 1-(((4-bromo-2,5-dimethoxyphenethyl)carbamoyl)oxy)ethyl tetrahydro-2H-pyran-4-carboxylate